C(C)NC1=NC(=NC(=C1)C1(CC(C1)C)C1=NN=CN1C)N1C(C2=CC(=CC(=C2C1)C(F)(F)F)CN1C[C@H](CCC1)C)=O 2-[4-(ethylamino)-6-[(1r,3S)-3-methyl-1-(4-methyl-1,2,4-triazol-3-yl)cyclobutyl]pyrimidin-2-yl]-6-{[(3S)-3-methylpiperidin-1-yl]methyl}-4-(trifluoromethyl)-3H-isoindol-1-one